C(C)N1N=C(C=C1C1=NC=C(C=N1)C=1C=C(C(=O)N)C=C(C1[N+](=O)[O-])OC)C 3-(2-(1-ethyl-3-methyl-1H-pyrazol-5-yl)pyrimidin-5-yl)-5-methoxy-4-nitrobenzamide